1-((6-(2-((Tetrahydro-2H-pyran-4-yl)ethynyl)thiazol-5-yl)isoquinolin-4-yl)methyl)piperidine-4-carboxylic acid ethyl ester C(C)OC(=O)C1CCN(CC1)CC1=CN=CC2=CC=C(C=C12)C1=CN=C(S1)C#CC1CCOCC1